3-(2,4,6-trifluorophenyl)-3-(2,4,6-trimethoxy-1-naphthyl)-8-acetyl-9-carbaniloyl-3H-naphtho[2,1-b]pyran FC1=C(C(=CC(=C1)F)F)C1(C=CC2=C(O1)C=CC1=CC(=C(C=C12)C(NC1=CC=CC=C1)=O)C(C)=O)C1=C(C=C(C2=CC(=CC=C12)OC)OC)OC